benzyl (3R*,4R)-4-fluoro-3-hydroxypiperidine-1-carboxylate F[C@H]1[C@@H](CN(CC1)C(=O)OCC1=CC=CC=C1)O |o1:2|